ClC=1C(=C(C=CC1)\N=C(\C(F)(F)F)/C1=CC=C(C=C1)S(=O)(=O)N(C)C)N1CCOCC1 (E)-4-(1-((3-chloro-2-morpholinophenyl)imino)-2,2,2-trifluoroethyl)-N,N-dimethylbenzenesulfonamide